N(N)C(=O)C1=C2C=C(N=CC2=C(N=C1)NC)NC(=O)C1CC1 N-(5-(hydrazinocarbonyl)-8-(methylamino)-2,7-naphthyridin-3-yl)cyclopropanecarboxamide